F[C@@H]\1[C@]2(CC[C@@](C/C1=C/C=1N=NC(=CN1)C1=C(C=C(C=C1)N1C=NC=C1)O)(N2)C)C 2-(3-((Z)-((1R,2S,5S)-2-fluoro-1,5-dimethyl-8-azabicyclo[3.2.1]octan-3-ylidene)methyl)-1,2,4-triazin-6-yl)-5-(1H-imidazol-1-yl)phenol